FC(C(=O)O)(F)F.FC1=CC(=C(C=C1)C=1C=C2C(=NNC2=CC1)NC(=O)C1CCN(CC1)C)C N-[5-(4-fluoro-2-methylphenyl)-1H-indazol-3-yl]-1-methylpiperidine-4-carboxamide trifluoroacetate